octaaniline C1=CC(=CC=C1N)NC2=CC=C(C=C2)NC3=CC=C(C=C3)NC4=CC=C(C=C4)NC5=CC=C(C=C5)NC6=CC=C(C=C6)NC7=CC=C(C=C7)NC8=CC=C(C=C8)N